C(C1=CC=CC=C1)OC(=O)NC(C(=O)O)CC(C(F)F)(C)C 2-(Benzyloxycarbonylamino)-5,5-difluoro-4,4-dimethylpentanoic acid